OC1(CCN(CC1)C(C1=CC=C(C=C1)N1CC2=CC=CC=C2CC1)=O)CN1C=NC2=C(C1=O)C=NN2C 5-({4-hydroxy-1-[4-(1,2,3,4-tetrahydroisoquinolin-2-yl)benzoyl]piperidin-4-yl}methyl)-1-methyl-1H,4H,5H-pyrazolo[3,4-d]pyrimidin-4-one